NC1=C(C=CC(=N1)NC(CNC(OC(C)(C)C)=O)=O)\N=N\C1=C(C=CC=C1)O tert-butyl (E)-(2-((6-amino-5-((2-hydroxyphenyl)diazenyl) pyridin-2-yl) amino)-2-oxoethyl)carbamate